C(CCCCCCCCCCC)SC(=S)SC(C(=O)O)(C)C 2-(dodecylmercaptothiocarbonylthio)-2-methylpropanoic acid